1,4-oxazepan-5-one O1CCNC(CC1)=O